CC=1N(C(=CC1)C)NC(\C(\C)=N/O)=O (Z)-N-(2,5-dimethylpyrrol-1-yl)-2-hydroxyimino-propanamide